ClP1OC(C(O1)(C)C)(C)C 2-Chloro-4,4,5,5-tetramethyl-1,3,2-dioxaphospholan